CN1C(SC2=C1C=CC=C2)\C=C\C2=CC=NC=C2 (E)-3-methyl-2-(2-(pyridin-4-yl)vinyl)benzo[d]thiazole